BrC=1C=2N(C(=NC1)N1CCC3([C@@H](C=4N(N=CC4)C3)N[S@](=O)C(C)(C)C)CC1)C=CN2 (R)-N-((S)-1-(8-bromoimidazo[1,2-c]pyrimidin-5-yl)-4'H,6'H-spiro[piperidine-4,5'-pyrrolo[1,2-b]pyrazol]-4'-yl)-2-methylpropane-2-sulfinamide